2-(4-methoxy-pyridin-2-yl)-6-(3-pyridin-4-yl-propoxy)-3H-quinazolin-4-one hydrochloride Cl.COC1=CC(=NC=C1)C1=NC2=CC=C(C=C2C(N1)=O)OCCCC1=CC=NC=C1